7-(3-(1-(1-(4-fluorophenyl)ethyl)-3-methyl-1H-pyrazol-4-yl)phenyl)-[1,2,4]triazolo[1,5-a]pyridin-2-amine FC1=CC=C(C=C1)C(C)N1N=C(C(=C1)C=1C=C(C=CC1)C1=CC=2N(C=C1)N=C(N2)N)C